3-((S)-3-((S)-sec-butyl)-7-chloro-2-oxo-5-phenyl-2,3-dihydro-1H-benzo[e][1,4]diazepin-1-yl)-N-(N,N-dimethylsulfamoyl)propanamide [C@H](C)(CC)[C@@H]1N=C(C2=C(N(C1=O)CCC(=O)NS(N(C)C)(=O)=O)C=CC(=C2)Cl)C2=CC=CC=C2